6-pyrrolidin-1-yl-benzene-1,2-diamine N1(CCCC1)C=1C=CC=C(C1N)N